N1(CCCCC1)C1CCN(CC1)C([C@@H](CC=1C=C2C=CNC2=CC1)NC(=O)N1CCC(CC1)N1C(NC2=CC=CC=C2C1)=O)=O |r| (±)-4-(2-Oxo-1,4-dihydro-2H-quinazolin-3-yl)-piperidine-1-carboxylic acid [2-[1,4']bipiperidinyl-1'-yl-1-(1H-indol-5-ylmethyl)-2-oxo-ethyl]-amide